Cyclopropyl-4-isobutylisoxazol C1(CC1)C1=NOC=C1CC(C)C